2-fluoro-6-methoxy-N,N-di(tert-butyloxycarbonyl)-4-(methylsulfonyl)aniline FC1=C(N(C(=O)OC(C)(C)C)C(=O)OC(C)(C)C)C(=CC(=C1)S(=O)(=O)C)OC